COC=1C=C(C(=C(C1O)O)C)C1=NC2=C(N1C1COC1)C=CC=C2 6-methoxy-3-methyl-4-(1-(oxetan-3-yl)-1H-benzo[d]imidazol-2-yl)benzene-1,2-diol